4-(6-(4-methoxy-3-propoxyphenyl)pyridazin-4-yl)-1,2-oxaborol-2-ol COC1=C(C=C(C=C1)C1=CC(=CN=N1)C=1CB(OC1)O)OCCC